[N+](=O)([O-])C=1C=C(C(=O)N[C@H](C(=O)O)C2=CC=CC=C2)C=C(C1)[N+](=O)[O-] (S)-2-(3,5-dinitrobenzamido)-2-phenylacetic acid